COC(=O)C1=C(C2=C(N=C(N=C2)C(F)(F)F)N(C1=O)C1=CC=C(C=C1)[C@@H](C)O)N 5-Amino-8-(4-(1-(R)-hydroxyethyl)phenyl)-7-oxo-2-(trifluoromethyl)-7H,8H-pyrido[2,3-d]pyrimidine-6-carboxylic acid methyl ester